3-(1-fluoro-2-methylpropan-2-yl)-1,2,4-oxadiazole-5-carboxylic acid ethyl ester C(C)OC(=O)C1=NC(=NO1)C(CF)(C)C